11-trifluoromethyl-6H,9H-indeno[2',3':2,1]phenanthro[4,3-b]pyran FC(C=1C=CC2=C(C1)CC1=C2C=2C=CC=3C=CC=CC3C2C=2OCC=CC21)(F)F